CC=1C(=C(C(=C(C1C1=CC(=CC=C1O)C)C)C1=CC(=CC=C1O)C)C)C1=CC(=CC=C1O)C (trimethylbenzene-2,4,6-triyl)tri-p-cresol